4'-chloro-3-(dimethylamino)-10'-(piperidin-4-yl)-5'H-spiro[cyclobutane-1,7'-indolo[1,2-a]quinazolin]-5'-one ClC=1C=2C(N=C3N(C2C=CC1)C1=CC(=CC=C1C31CC(C1)N(C)C)C1CCNCC1)=O